C(C)(=O)OCOP(=O)(C)OC1=C(C(=CC(=C1)CCCCC)OP(=O)(C)OCOC(C)=O)C1C(CCC(=C1)C)C(=C)C ((((6-(((acetoxymethoxy)(methyl)phosphoryl)oxy)-5'-methyl-4-pentyl-2'-(prop-1-en-2-yl)-1',2',3',4'-tetrahydro-[1,1'-biphenyl]-2-yl)oxy)(methyl)phosphoryl)oxy)methyl acetate